OP1(CSC=CC1)=O 3-hydroxy-1,3-thiaphosphine-3-oxide